C(C=C)C=1C=C(COC[C@]23C[C@H](N([C@@H]3C2)C(=O)OC(C)(C)C)C(=O)OCC2=CC=CC=C2)C=CC1 (1R,3S,5S)-3-Benzyl 2-tert-Butyl 5-(((3-Allylbenzyl)oxy)methyl)-2-azabicyclo[3.1.0]hexane-2,3-dicarboxylate